triazine trifluoride [F-].[F-].[F-].N1=NN=CC=C1